ClC=1N=C2C(=C(C(N(C2=CC1)C)=O)C#N)N1C[C@H]([C@H](CC1)NC1=C(C=C(C=C1)OC(F)(F)F)F)C 6-chloro-4-((3R,4S)-4-((2-fluoro-4-(trifluoromethoxy)phenyl)amino)-3-methylpiperidin-1-yl)-1-methyl-2-oxo-1,2-dihydro-1,5-naphthyridine-3-carbonitrile